N[C@@H]1CN(CC1)C=1N=NC(=C(N1)C)C1=C(C=C(C=C1)C(F)(F)F)O (S)-2-(3-(3-aminopyrrolidin-1-yl)-5-methyl-1,2,4-triazin-6-yl)-5-(trifluoromethyl)phenol